2-bromo-6-(methylsulfonyl)isonicotinonitrile BrC=1C=C(C#N)C=C(N1)S(=O)(=O)C